(4-tert-butyl-5-chloro-2-methyl-phenyl)-2-methyl-3-(methylsulfonimidoyl)-1H-pyridin-4-one C(C)(C)(C)C1=CC(=C(C=C1Cl)N1C(=C(C(C=C1)=O)S(=O)(=N)C)C)C